ClC=1C(=NC(=NC1Cl)I)N1CCN(CC(C1)(F)F)C(=O)OC(C)(C)C tert-Butyl 4-(5,6-dichloro-2-iodo-pyrimidin-4-yl)-6,6-difluoro-1,4-diazepane-1-carboxylate